FC1(CC2(C1)C[C@@H](N(CC2)CC2=C1C=CNC1=C(C=C2OC)C)C2=CC=C(C=C2)C=2C(NC=CC2)=O)F (R)-3-(4-(2,2-difluoro-7-((5-methoxy-7-methyl-1H-indol-4-yl)methyl)-7-azaspiro[3.5]nonan-6-yl)phenyl)pyridin-2(1H)-one